ClC=1C(=C(C=CC1)C1CCN(CC1)CC1=NC2=C(N1C)C=C(C=C2OC(F)F)C(=O)O)OCC2=C(C=C(C=C2)C#N)F 2-((4-(3-Chloro-2-((4-cyano-2-fluorobenzyl)oxy)phenyl)piperidin-1-yl)methyl)-4-(difluoromethoxy)-1-methyl-1H-benzo[d]imidazole-6-carboxylic acid